C(C)OC(=O)C1=C(C=C(C=C1)NC(CN1C(CN(CC1)C1=C(C=C2C(C(=CN(C2=C1F)CC)C(=O)O)=O)F)C)=O)O 7-(4-(2-((4-(Ethoxycarbonyl)-3-hydroxyphenyl)amino)-2-oxoethyl)-3-methylpiperazin-1-yl)-1-ethyl-6,8-difluoro-4-oxo-1,4-dihydroquinoline-3-carboxylic acid